tert-butyl-dimethyl-[(1S)-2-[5-(bromomethyl)-4-iodo-3-isopropoxy-pyrazol-1-yl]-1-methyl-ethoxy]silane C(C)(C)(C)[Si](O[C@H](CN1N=C(C(=C1CBr)I)OC(C)C)C)(C)C